CNCCC[Si](O)(C)C 3-(N-methylamino)propyldimethylsilanol